FC1=C(N)C(=CC(=C1)C(C(C(F)(F)F)(F)F)(F)F)OCC1=CC=C(C=C1)OC 2-fluoro-4-(1,1,2,2,3,3,3-heptafluoropropyl)-6-[(4-methoxyphenyl)methoxy]aniline